4-(4-(1H-pyrrol-2-yl)phenyl)-N-(4-hydroxyphenyl)butanamide N1C(=CC=C1)C1=CC=C(C=C1)CCCC(=O)NC1=CC=C(C=C1)O